BrC=1C(=C(C=NC1)C(C(C(CO)O)C)NS(=O)(=O)C(C)(C)C)Cl N-(1-(5-bromo-4-chloropyridin-3-yl)-3,4-dihydroxy-2-methylbutyl)-2-methylpropane-2-sulfonamide